C(CCCCCCCCCCCC=CCCCCCC)(=O)OCCCCCCCCCCCCCCCCCCCCCCCCCCCCCCC hentriacontyl eicos-13-enoate